COC=1C(=NC=CC1B(O)O)C(F)(F)F 3-METHOXY-2-(TRIFLUOROMETHYL)PYRIDINE-4-BORONIC ACID